bis[2-(butyldimethoxysilyl)1-isopropyl-1,3-butanedione] platinum (II) [Pt+2].C(CCC)[Si](C(C(=O)C(C)C)C(C)=O)(OC)OC.C(CCC)[Si](C(C(=O)C(C)C)C(C)=O)(OC)OC